(R)-1-(isopropylamino)-7-(piperidin-3-ylamino)-2,6-naphthyridine-3-carbonitrile C(C)(C)NC1=NC(=CC2=CN=C(C=C12)N[C@H]1CNCCC1)C#N